BrC1=CC2=C(NC(=N2)C2=CC=CC=C2)C=C1Br 5,6-dibromo-2-(phenyl)-1H-benzimidazole